(1S,2S)-N1-(3,5-di-tert-butylbenzyl)-N1-((6-methylpyridin-2-yl)methyl)-N2-(2-methylquinolin-8-yl)cyclohexane-1,2-diamine C(C)(C)(C)C=1C=C(CN([C@@H]2[C@H](CCCC2)NC=2C=CC=C3C=CC(=NC23)C)CC2=NC(=CC=C2)C)C=C(C1)C(C)(C)C